ClC=1C=C(C=CC1)[C@@H](C(=O)N1[C@@H]2CC([C@H]([C@@H]1C(=O)N[C@H](C[C@H]1C(NCC1)=O)C#N)CC2)(F)F)O (1S,3R,4S)-2-((S)-2-(3-chlorophenyl)-2-hydroxyacetyl)-N-((R)-1-cyano-2-((S)-2-oxopyrrolidin-3-yl)ethyl)-5,5-difluoro-2-azabicyclo[2.2.2]octane-3-carboxamide